CC1(N(CC2=C1NN=C2NC(CC(C)C)=O)C(=O)C2CCN(CC2)C)C N-(6,6-dimethyl-5-(1-methylpiperidine-4-carbonyl)-1,4,5,6-tetrahydropyrrolo[3,4-c]pyrazol-3-yl)-3-methylbutanamide